C(C)[C@H]1CN(CC1)CCC (S)-1-((R)-3-ethylpyrrolidine-1-yl)propane